4-bromo-1,2-bis(dibromomethyl)benzene BrC1=CC(=C(C=C1)C(Br)Br)C(Br)Br